CNCCN1CCC(CC1)C=1C=C2C(=C(NC2=CC1)C=1C=C2C=CNC2=CC1)C n-methyl-2-(4-(3-methyl-1H,1'H-[2,5'-biindol]-5-yl)piperidin-1-yl)ethan-1-amine